C(#N)C=1C=CC(=C(C1)C1=CC(=NC=C1C(=O)NC=1SC2=NC(=CC=C2N1)C1=CC=C(C=C1)[C@@H](C)C#N)C)OC (R)-4-(5-cyano-2-methoxyphenyl)-N-(5-(4-(1-cyanoethyl)phenyl)thiazolo[5,4-b]pyridin-2-yl)-6-methylnicotinamide